ClC(C1=NC=NO1)(F)F 5-(chlorodifluoromethyl)-1,2,4-oxadiazol